FC1=CC=C(C=C1)CCC(=O)NC(C(=O)O)CC1=CC=C(C=C1)[N+](=O)[O-] 2-[(4-fluoro)-phenylpropionamido]-3-(4-nitrophenyl)-propionic acid